FC(COC=1C=C(C(=O)NC(C)C2=NC=CN=C2C2=NC=C(C=N2)OCC(F)F)C=C(C1)C(F)(F)F)F 3-(2,2-difluoroethoxy)-N-[1-[3-[5-(2,2-difluoroethoxy)pyrimidin-2-yl]pyrazin-2-yl]ethyl]-5-(trifluoromethyl)benzamide